phenothiazine-10-yl-propyl-sodium C1=CC=CC=2SC3=CC=CC=C3N(C12)CCC[Na]